4-methyl-triazole CC=1N=NNC1